N1=C(C=CC=C1)SSCCCCN(CC(CCCCCCCC)O)CC(CCCCCCCC)O 1,1'-((4-(pyridin-2-yldisulfaneyl)butyl)azanediyl)bis(decan-2-ol)